tert-butyl 3,3-dimethyl-4-methylenepiperidine-1-carboxylate CC1(CN(CCC1=C)C(=O)OC(C)(C)C)C